(S)-2-amino-4-((6-chloro-4-(cyclopropylethynyl)-4-(1,1-difluoroethyl)-2-oxo-1,4-dihydro-2H-benzo[d][1,3]oxazin-7-yl)methyl)nicotinonitrile NC1=C(C#N)C(=CC=N1)CC=1C(=CC2=C(NC(O[C@@]2(C(C)(F)F)C#CC2CC2)=O)C1)Cl